ClC=1C=CC(=C(C#N)C1)OC 5-chloro-2-methoxyl-benzonitrile